C(C=C)(=O)NC=1C=C(C=CC1)C=1C=C2C(=CN1)N(N=C2C(=O)OC)COCC[Si](C)(C)C Methyl 5-[3-(prop-2-enoylamino)phenyl]-1-(2-trimethylsilylethoxy methyl)pyrazolo[3,4-c]pyridine-3-carboxylate